ClC1=C(C(=O)N[C@H](C(=O)O)CCN(CCCCC2=NC=3NCCCC3C=C2)CCOC(C)C)C(=CN=C1)Cl (S)-2-(3,5-dichloroisonicotinamido)-4-((2-isopropoxyethyl)(4-(5,6,7,8-tetrahydro-1,8-naphthyridin-2-yl)butyl)amino)butanoic acid